ClC1=NC=2N(C(=C1)Cl)N=CC2 5,7-dichloro-pyrazolo[1,5-a]pyrimidine